2-chloro-6-((2-(trifluoromethyl)pyridin-3-yl)thio)-1H-imidazo[4,5-b]pyrazine ClC1=NC=2C(=NC(=CN2)SC=2C(=NC=CC2)C(F)(F)F)N1